dl-2,2-dimethyloctyltin CC(C[Sn])(CCCCCC)C